FC(C(O)C1CN(C(O1)C(F)(F)F)C1=CC(=C(C#N)C=C1)C(F)(F)F)(F)F 4-(5-(2,2,2-Trifluoro-1-hydroxyethyl)-2-(trifluoromethyl)oxazolidin-3-yl)-2-(trifluoromethyl)benzonitril